C(CCCCC)C(C(=O)OCCN(C(OCCSSCCOC(=O)OC1=CC=C(C=C1)[N+](=O)[O-])=O)CCOC(C(CCCCCCC)CCCCCC)=O)CCCCCCCC 11-(2-((2-Hexylnonanoyl)oxy)ethyl)-1-(4-nitrophenoxy)-1,10-dioxo-2,9-dioxa-5,6-dithia-11-azatridecan-13-yl 2-hexyldecanoate